(1-((5-fluoropyridin-2-yl)methyl)-1H-pyrazol-4-yl)methylamine FC=1C=CC(=NC1)CN1N=CC(=C1)CN